N[C@@](C(=O)[O-])(CCCC)C (R)-2-amino-2-methylhexanoate